3-(3-((2-((2-(1-methylpiperidin-4-yl)oxazol-5-yl)amino)-5-(trifluoromethyl)pyrimidin-4-yl)amino)propyl)-1,3-oxazinan-2-one CN1CCC(CC1)C=1OC(=CN1)NC1=NC=C(C(=N1)NCCCN1C(OCCC1)=O)C(F)(F)F